C(=O)(O)CCCC(CC1=CC=C(C=C1)C(C(=O)O)C)O.[Na] sodium 2-[4-(5-carboxy-2-hydroxypentyl)phenyl]propionic acid